(E)-4-(5-(4,4-difluoropiperidine-1-carbonyl)1H-pyrrolo[2,3-b]pyridin-1-yl)-N-((dimethylamino)methylene)benzamide FC1(CCN(CC1)C(=O)C=1C=C2C(=NC1)N(C=C2)C2=CC=C(C(=O)/N=C/N(C)C)C=C2)F